1-benzyl-6-chloro-3-methyl-1H-pyrimidine-2,4-dione C(C1=CC=CC=C1)N1C(N(C(C=C1Cl)=O)C)=O